9,11,13-trifluoro-stearic acid FC(CCCCCCCC(=O)O)CC(CC(CCCCC)F)F